2-(1,8-bis(9,9-dimethyl-9H-fluoren-1-yl)pyren-4-yl)-3-phenylquinoxaline CC1(C2=CC=CC=C2C=2C=CC=C(C12)C1=CC=C2C(=CC3=CC=C(C4=CC=C1C2=C34)C3=CC=CC=4C2=CC=CC=C2C(C34)(C)C)C3=NC4=CC=CC=C4N=C3C3=CC=CC=C3)C